(1S,2S)-N-[3-(4-cyclopropoxy-6-methoxypyrimidin-5-yl)-1-[[2-(trimethylsilyl)ethoxy]methyl]pyrrolo[2,3-b]pyridin-6-yl]-2-fluorocyclopropane-1-carboxamide C1(CC1)OC1=NC=NC(=C1C1=CN(C2=NC(=CC=C21)NC(=O)[C@H]2[C@H](C2)F)COCC[Si](C)(C)C)OC